(4-tert-butoxycarbonylamino-2,6-dimethylphenyl)acrylamide C(C)(C)(C)OC(=O)NC1=CC(=C(C(=C1)C)C(C(=O)N)=C)C